CC(COC(CCC1=CC(=C(C(=C1)C)O)C(C)(C)C)=O)(C)C1OCC2(CO1)COC(OC2)C(COC(CCC2=CC(=C(C(=C2)C)O)C(C)(C)C)=O)(C)C 3,9-bis[1,1-dimethyl-2-{β-(3-t-butyl-4-hydroxy-5-methylphenyl)propionyloxy}ethyl]-2,4,8,10-tetraOxaspiro[5.5]undecane